5-(6-cyclopropyl-3-(ethylsulfonyl)pyridin-2-yl)-2-(trifluoromethyl)-[1,2,4]Triazole C1(CC1)C1=CC=C(C(=N1)C=1N=CN(N1)C(F)(F)F)S(=O)(=O)CC